FC1=C(C=CC(=C1)SC)NN1C(C2=CN(C(C(=C2CC1)C)=O)C)=O ((2-fluoro-4-(methylthio)phenyl)amino)-5,7-dimethyl-3,4-dihydro-2,7-naphthyridine-1,6(2H,7H)-dione